N[C@@H]1CN(CCC1)C=1C=CC(=NC1)NC=1C=CC(=C2CNC(C12)=O)C1=C2C(=NC=C1)N(C=C2)C 7-[[5-[(3S)-3-amino-1-piperidyl]-2-pyridyl]amino]-4-(1-methylpyrrolo[2,3-b]pyridin-4-yl)isoindolin-1-one